tert-butyl (3-((2-((1-methyl-1H-pyrazol-4-yl)amino)-5-(4-methylpiperazin-1-yl)pyrimidin-4-yl)oxy)phenyl)carbamate CN1N=CC(=C1)NC1=NC=C(C(=N1)OC=1C=C(C=CC1)NC(OC(C)(C)C)=O)N1CCN(CC1)C